C(C(=O)O)(=O)O.FC=1C=CC=C2C(=C(NC12)C)CCN 2-(7-Fluoro-2-methyl-1H-indol-3-yl)ethanamine oxalate